tert-butyl 4-[4-[[3-hydroxy-2-oxo-3-(4-sulfamoylphenyl)indolin-1-yl]methyl]phenyl]piperidine-1-carboxylate OC1(C(N(C2=CC=CC=C12)CC1=CC=C(C=C1)C1CCN(CC1)C(=O)OC(C)(C)C)=O)C1=CC=C(C=C1)S(N)(=O)=O